Tert-butyl 3-(methyl(1-(pyridin-4-yl)cyclopropyl)carbamoyl)-6,7-dihydropyrazolo[1,5-a]pyrazine-5(4H)-carboxylate CN(C(=O)C=1C=NN2C1CN(CC2)C(=O)OC(C)(C)C)C2(CC2)C2=CC=NC=C2